C1(CC1)C=1C(=C(C=CC1)N1N=NN(C1)C)COC1=C(C=C(C=C1)C1=NN(C=C1)C)C 1-[3-cyclopropyl-2-[[2-methyl-4-(1-methylpyrazol-3-yl)phenoxy]-methyl]phenyl]-4-methyl-tetrazol